N1C=C(C2=CC=CC=C12)CCO 2-(1H-indole-3-yl)ethanol